O1CCN(CCC1)C=1OC2=C3C(=CC=C2C(C1)=O)C=CC=C3 2-[1,4]Oxazepan-4-yl-benzo[h]chromen-4-one